CN1C=C(C=2C1=NC=C(C2)N2C(NC1=C2C=CC=C1)=O)C 1-(1,3-dimethyl-1H-pyrrolo[2,3-b]pyridin-5-yl)-1H-benzo[d]imidazol-2(3H)-one